FC(F)F.FC(F)F.[Li] lithium bistrifluoro-methane